O(C#N)C=1C(=C(C=CC1)OC#N)OC#N tricyanatobenzene